(S)-1-[(S)-3-Methyl-1-({4-[2-(4-methyl-1-piperidyl)ethyl]-1-piperidyl}carbonyl)butyl]-3-isobutyl-4-methyl-2-piperazinone CC(C[C@@H](C(=O)N1CCC(CC1)CCN1CCC(CC1)C)N1C([C@@H](N(CC1)C)CC(C)C)=O)C